NC1=C2N=CN(C2=NC=N1)[C@H]1[C@H]([C@@H]([C@H](C1=C)CO)O)F (1R,2R,3R,5R)-3-(6-amino-9H-9-purinyl)-2-fluoro-5-(hydroxymethyl)-4-methylenecyclopentan-1-ol